C(C)OC(=O)C1(N(C[C@H](CC1)OC(C)(C)C)C(C)=O)C(=O)OCC (5S)-1-acetyl-5-tert-butyloxy-piperidine-2,2-dicarboxylic acid diethyl ester